C(C)C1(COC1)COC(C(=C)C)=O 3-ethyl-3-(methacryloyloxymethyl)oxetane